C1CCC12C(NCC2)=O 6-azaspiro[3.4]octan-5-one